COC1=C2CCCN3C2=C(C=C1)N(C3=O)C3C(NC(CC3)=O)=O 3-(7-methoxy-2-oxo-5,6-dihydro-4H-imidazo[4,5,1-ij]quinolin-1(2H)-yl)piperidine-2,6-dione